4-methyl-3-((3-(9-(tetrahydro-2H-pyran-2-yl)-9H-purin-6-yl)pyridin-2-yl)amino)-N-(3-(trifluoromethyl)-phenyl)benzamide CC1=C(C=C(C(=O)NC2=CC(=CC=C2)C(F)(F)F)C=C1)NC1=NC=CC=C1C1=C2N=CN(C2=NC=N1)C1OCCCC1